(R)- and (S)-2-phenylglycinol C1(=CC=CC=C1)[C@@H](N)CO |r|